CN(C)C(=O)C1=CC=CC=C1 dimethylbenzamide